C(C)(C)(C)OC(=O)N(C(OC(C)(C)C)=O)C1=NC=C(C=N1)OC1=NC=C(C=C1[N+](=O)[O-])C Tert-butyl (tert-butoxycarbonyl)(5-((5-methyl-3-nitropyridin-2-yl)oxy)pyrimidin-2-yl)carbamate